OC1=CC=C(OC(C(=O)O)C)C=C1 2-(4-hydroxyphenoxy)propionic acid